C(CO[C@@H]1[C@@H]([C@H]([C@H]([C@H](O1)CO)O[C@@H]2[C@@H]([C@H]([C@@H]([C@H](O2)CO)O)O)O)O)O)N The molecule is an alpha-D-galactoside that is the 2-aminoethyl glycoside of a disaccharide consisting of alpha-D-glucosyl and alpha-D-galactosyl residues linked (1->4). It is an alpha-D-galactoside and a disaccharide derivative.